2,5-dichloro-N-[2-({(1R)-1-[(4S)-4-isobutyl-5-oxo-1,3,2-dioxaborolan-2-yl]-3-methylbutyl}amino)-2-oxoethyl]benzamide ClC1=C(C(=O)NCC(=O)N[C@@H](CC(C)C)B2OC([C@@H](O2)CC(C)C)=O)C=C(C=C1)Cl